O=C1NC(CCC1N1C(C2=CC=CC(=C2C1)NCCC(=O)O)=O)=O 3-((2-(2,6-dioxopiperidin-3-yl)-1-oxoisoindolin-4-yl)amino)propionic acid